FC1=CC2=C(N=CS2)C=C1N 6-fluoro-5-amino-1,3-benzothiazole